F[P-](F)(F)(F)(F)F.[N+](=O)([O-])C1=C(C=CC=2NN=NC21)[PH3+] (4-nitrobenzotriazolyl)phosphonium hexafluorophosphate